3-(ETHYLSULFANYL)-2-METHYLPROPANOIC ACID C(C)SCC(C(=O)O)C